(R)-1-(6-(4-(4-Fluorophenoxy)phenyl)-4-(piperazin-1-yl)pyridin-2-yl)ethan-1,2-diol FC1=CC=C(OC2=CC=C(C=C2)C2=CC(=CC(=N2)[C@H](CO)O)N2CCNCC2)C=C1